(S)-2-((4-(6-((5-cyanopyridin-2-yl)methoxy)pyridin-2-yl)piperazin-1-yl)methyl)-3-(oxetane-2-ylmethyl)-3H-imidazo[4,5-b]pyridin-5-carboxylic acid C(#N)C=1C=CC(=NC1)COC1=CC=CC(=N1)N1CCN(CC1)CC1=NC=2C(=NC(=CC2)C(=O)O)N1C[C@H]1OCC1